tert-butyl N-[3-[[2-[3,5-bis[3-(tert-butoxycarbonylamino)propylcarbamoyl]phenyl]acetyl]amino]propyl]carbamate C(C)(C)(C)OC(=O)NCCCNC(=O)C=1C=C(C=C(C1)C(NCCCNC(=O)OC(C)(C)C)=O)CC(=O)NCCCNC(OC(C)(C)C)=O